C(=O)(O)C(CNC1=CC=CC=2C(C3=CC=CC=C3C(C12)=O)=O)=C 1-(β-carboxyallylamino)-9,10-anthraquinone